tert-Butyl 6-((1-methyl-3-(pyridin-2-yl)-1H-pyrazol-4-yl)carbamoyl)-3',6'-dihydro-[2,4'-bipyridin]-1'(2'H)-carboxylat CN1N=C(C(=C1)NC(=O)C1=CC=CC(=N1)C=1CCN(CC1)C(=O)OC(C)(C)C)C1=NC=CC=C1